N1=CN=C2NC=CC=C21 4H-imidazo[4,5-b]pyridine